C(C)C=1C=NC(=NC1)N1CCC(CC1)CCCOC1=CC(=C(C=C1)CC(=O)N1CC(C1)CNCC(CO)CO)F 2-(4-(3-(1-(5-ethylpyrimidin-2-yl)piperidin-4-yl)propoxy)-2-fluorophenyl)-1-(3-(((3-hydroxy-2-(hydroxymethyl)propyl)amino)methyl)-azetidin-1-yl)ethan-1-one